3,5-ditrifluoromethylpyrazole FC(C1=NNC(=C1)C(F)(F)F)(F)F